N-(2-(7-fluoro-5-methoxy-1H-indol-3-yl)ethyl)-N-isopropylpropan-1-amine FC=1C=C(C=C2C(=CNC12)CCN(CCC)C(C)C)OC